(E)-3-(2,3-dihydrobenzo[b][1,4]dioxin-6-yl)-N-(1-phenyl-3-(1H-1,2,4-triazol-1-yl)propan-2-yl)acrylamide O1C2=C(OCC1)C=C(C=C2)/C=C/C(=O)NC(CC2=CC=CC=C2)CN2N=CN=C2